FC1=C2NC(C=3N(C2=C(C(=C1)C=1C=CC=C2C(=NNC12)C)C)C(=NN3)C)(C)C 6-Fluoro-1,4,4,9-tetramethyl-8-(3-methyl-1H-indazol-7-yl)-5H-[1,2,4]triazolo[4,3-a]quinoxaline